CC(C(=O)OC(=C)C(F)(F)F)(CN1N=C(C2=CC(=CC=C12)C(F)(F)F)C1=CC=CC=C1)C 3,3,3-Trifluoroprop-1-en-2-yl 2,2-dimethyl-3-(3-phenyl-5-(trifluoromethyl)-1H-indazol-1-yl)propanoate